5-(4-methoxyphenyl)isoindoline-2-carboxylic acid tert-butyl ester C(C)(C)(C)OC(=O)N1CC2=CC=C(C=C2C1)C1=CC=C(C=C1)OC